ClC1=NC=C(C(=C1)C1=C(C=NC(=C1)C)C(=O)NC=1SC2=C(N1)CN(C2)C(=O)C=2C=NN(C2)C2CC2)OC 2'-chloro-N-(5-(1-cyclopropyl-1H-pyrazole-4-carbonyl)-5,6-dihydro-4H-pyrrolo[3,4-d]thiazol-2-yl)-5'-methoxy-6-methyl-[4,4'-bipyridine]-3-carboxamide